8-chloro-2-(4,4-difluoro-3-methylpiperidin-1-yl)quinoline-3-carboxamide ClC=1C=CC=C2C=C(C(=NC12)N1CC(C(CC1)(F)F)C)C(=O)N